FC(C1=C(C=C(C=C1F)F)C1OCCO1)F 2-(2-(difluoromethyl)-3,5-difluorophenyl)-1,3-dioxolane